ClC=1C=C(C=CC1)C1C(C1)C(=O)NC1=NC(=NC=C1)NCC=1N=C2N(C=C(C=C2)C2CC2)C1 2-(3-chlorophenyl)-N-(2-(((6-cyclopropylimidazo[1,2-a]pyridin-2-yl)methyl)amino)pyrimidin-4-yl)cyclopropane-1-carboxamide